ClC(C)OC([C@@H](N(C(=O)OC(C)(C)C)C(C)=O)CSC(C1=CC=CC=C1)(C1=CC=CC=C1)C1=CC=CC=C1)=O.C1(=CC=CC=C1)C#CCNS(=O)(=O)C1=CC=CC=C1 N-(3-phenylprop-2-ynyl)benzenesulfonamide 1-chloroethyl-N-acetyl-N-(tert-butoxycarbonyl)-S-trityl-L-cysteinate